C123C4(OCCCOCC35[Co]1[Co]52)CN(C4)C(=O)OCC4C5=CC=CC=C5C=5C=CC=CC45 (9H-fluoren-9-yl)methyl 3',7'-dioxa-10',11'-dicobaltaspiro[azetidine-3,2'-tetracyclo[7.2.0.01,10.09,11]Undecane]-1-carboxylate